N1(C=NCC1)CCC[SiH3] 3-(2-imidazolin-1-yl)propyl-silane